OC1=C(C=CC=C1)C(\C=C\C1=CC(=C(C=C1)OCC1=CC=CC=C1)I)=O (E)-1-(2-Hydroxyphenyl)-3-(3-iodo-4-phenylmethoxyphenyl)prop-2-en-1-one